FC(C1OPOC1)(F)F 4-trifluoromethyl-1,3,2-dioxaphospholane